(S)-3,3-dimethyl-1-(6-oxo-5-(trifluoromethyl)-1,6-dihydropyridazin-4-yl)azetidin CC1(CN(C1)C=1C=NNC(C1C(F)(F)F)=O)C